COC(=O)C=1C(=NC(=NC1)NC1CCC(CC1)OC(F)F)N[C@H]1C[C@H](CCC1)O 2-((1r,4R)-4-(difluoromethoxy)cyclohexylamino)-4-((1R,3S)-3-hydroxycyclohexylamino)pyrimidine-5-carboxylic acid methyl ester